C1(=CC=C(C=C1)NC(=O)N[C@@H](CCSC)C(=O)O)C N-(p-tolylaminocarbonyl)methionine